butoxy ethoxy ethyl acetate CCCCOC(C(=O)OCC)OCC